FC=1C=C2C3=C(NC2=C(C1)NC)N=CC(=C3N3CCOCCC3)C=3C=C1C(C(=CN(C1=NC3)C)C(=O)O)=O 6-[6-fluoro-8-(methylamino)-4-(1,4-oxazepan-4-yl)-9H-pyrido[2,3-b]indol-3-yl]-1-methyl-4-oxo-1,8-naphthyridine-3-carboxylic acid